N1=CCC2=CC(=CC=C12)S(=O)(=O)[O-] 3H-indol-5-sulfonate